4,4'-([1,1'-binaphthyl]-2,2'-diylbis(oxy))dibenzoic acid C1(=C(C=CC2=CC=CC=C12)OC1=CC=C(C(=O)O)C=C1)C1=C(C=CC2=CC=CC=C12)OC1=CC=C(C(=O)O)C=C1